1,3-bis[(methoxymethyl)oxy]5-ethynyl-2-isopropyl-benzene COCOC1=C(C(=CC(=C1)C#C)OCOC)C(C)C